CN(S(=O)(=O)C)C=1C(=NC=CN1)CNC1=NC(=NC=C1C(F)(F)F)NC=1C=C(C(=O)O)C=CC1 3-{[4-({[3-(N-methylmethanesulfonamido)pyrazin-2-yl]methyl}amino)-5-(trifluoromethyl)pyrimidin-2-yl]amino}benzoic acid